(4,4-difluoroazepan-1-yl)-5,6,7,8-tetrahydroquinoline FC1(CCN(CCC1)C1=NC=2CCCCC2C=C1)F